[Mg].P(=O)(O)(O)C(=O)O phosphono-carboxylic acid magnesium